(S)-N-(5-(3-hydroxypyrrolidin-1-yl)-2-morpholinothiazolo[4,5-b]pyridin-6-yl)-5-(2-methylpyridin-4-yl)thiophene-2-carboxamide O[C@@H]1CN(CC1)C1=C(C=C2C(=N1)N=C(S2)N2CCOCC2)NC(=O)C=2SC(=CC2)C2=CC(=NC=C2)C